3,5-bis(bromomethyl)-2,4,6-triethylphenol BrCC=1C(=C(C(=C(C1CC)CBr)CC)O)CC